(S)-phenylethyl ((S)-2-amino-3-(4-carbamoylphenyl)propyl)carbamate N[C@H](CNC(OCCC1=CC=CC=C1)=O)CC1=CC=C(C=C1)C(N)=O